5-[1H-benzimidazol-2-yl-(5-fluoro-2-hydroxy-phenyl)methyl]-2-[4-(1-methyl-4-piperidyl)phenyl]-4H-thieno[2,3-c]pyrrol-6-one N1C(=NC2=C1C=CC=C2)C(N2C(C1=C(C2)C=C(S1)C1=CC=C(C=C1)C1CCN(CC1)C)=O)C1=C(C=CC(=C1)F)O